4-((5-(methoxycarbonyl)-1,3-benzodiazol-1-yl)methyl)-phenylboronic acid COC(=O)C1=CC2=C(N(C=N2)CC2=CC=C(C=C2)B(O)O)C=C1